ethyl (2-cyano-2-(2-(3,5-dichloro-4-((1-oxo-2-(3-(trifluoromethoxy)benzyl)-1,2,3,4-tetrahydroisoquinolin-6-yl)oxy)phenyl)hydrazono)acetyl)carbamate C(#N)C(C(=O)NC(OCC)=O)=NNC1=CC(=C(C(=C1)Cl)OC=1C=C2CCN(C(C2=CC1)=O)CC1=CC(=CC=C1)OC(F)(F)F)Cl